NC1=C(C(=O)NC(C)C)C=C(C=N1)C1=C(C=C(C=C1)NC(C(O)C1=CC=CC=2CCOC21)=O)C 2-amino-5-(4-(2-(2,3-dihydrobenzofuran-7-yl)-2-hydroxyacetamido)-2-methyl-phenyl)-N-isopropylnicotinamide